(1-methyl-1H-pyrrol-2-yl)-N-(pyridin-4-ylmethyl)methylamine CN1C(=CC=C1)N(CC1=CC=NC=C1)C